C(C)(C)(C)OC(=O)N1C=CC2=C(C(=CC(=C12)C)OC)C(C#CC(=O)OC)O.C(C)(C)(C)C=1C=CC=CC1 3-tertiary butyl-benzene tert-butyl-4-(1-hydroxy-4-methoxy-4-oxobut-2-yn-1-yl)-5-methoxy-7-methyl-1H-indole-1-carboxylate